Cl.NC1CCC(CC1)CN1C(\C(\C2=CC(=C(C=C12)C(=O)NCC#CC=1C=NC=CC1)F)=C/C=1NC(=CC1C)C)=O (Z)-1-(((1r,4r)-4-aminocyclohexyl)methyl)-3-((3,5-dimethyl-1H-pyrrol-2-yl)methylene)-5-fluoro-2-oxo-N-(3-(pyridin-3-yl)prop-2-yn-1-yl)indole-6-carboxamide hydrochloride